6,10,14-trimethylpentadecane-4,5,9-trien-2-one CC(=C=CCC(C)=O)CCC=C(CCCC(C)C)C